C1(CC1)/C=N/O (E)-cyclopropanealdoxime